3-bromo-5-(piperidin-1-yl)pyridine BrC=1C=NC=C(C1)N1CCCCC1